The molecule is a carbazole alkaloid that is 9H-carbazole substituted by a hydroxy group at position 2, a methyl group at position 6 and a prenyl group at position 3. Isolated from Murraya siamensis, it exhibits anti-HIV activity. It has a role as a metabolite and an anti-HIV agent. It is a carbazole alkaloid and a member of phenols. It derives from a hydride of a 9H-carbazole. CC1=CC2=C(C=C1)NC3=C2C=C(C(=C3)O)CC=C(C)C